N-hydroxymethyl-1,2-benzoisothiazolin-3-one OCN1SC2=C(C1=O)C=CC=C2